4-{[(1S)-2,3-dihydro-1H-inden-1-yl]amino}-2-[(6-methoxy-2-methyl-1,2,3,4-tetrahydroisoquinolin-7-yl)amino]pyrimidine-5-carboxamide [C@@H]1(CCC2=CC=CC=C12)NC1=NC(=NC=C1C(=O)N)NC1=C(C=C2CCN(CC2=C1)C)OC